tert-butyl 1-(3-bromo-5-fluorobenzyl)-1,8-diazaspiro[4.5]decane-8-carboxylate BrC=1C=C(CN2CCCC23CCN(CC3)C(=O)OC(C)(C)C)C=C(C1)F